N-(2-methyl-pyrimidin-5-yl)-acetamide CC1=NC=C(C=N1)NC(C)=O